C(CCC(=O)Cl)(=O)Cl succinoyl chloride